N1([C@H]2[C@@H](CCC1)CNC2)C(=O)OCC ethyl (4as,7as)-octahydro-6H-pyrrolo[3,4-b]pyridine-1-carboxylate